ClCC(=O)N[C@@H](CO)C(=O)OCC1=CC=CC=C1 benzyl (2-chloroacetyl)-L-serinate